(2R,4R)-6-chloro-N-{4-[2-(4-chloro-3-fluorophenoxy)acetamido]bicyclo[2.2.2]octan-1-yl}-4-hydroxy-3,4-dihydro-2H-1-benzopyran-2-carboxamide ClC=1C=CC2=C([C@@H](C[C@@H](O2)C(=O)NC23CCC(CC2)(CC3)NC(COC3=CC(=C(C=C3)Cl)F)=O)O)C1